(α-methyl)styrene CC(=C)C1=CC=CC=C1